(3-methyl-1-(3-(trifluoromethyl)benzyl)-1H-indol-5-yl)acrylamide 6,6'-(((1-(2-(dimethylamino)ethyl)-1H-pyrazol-4-yl)methyl)azanediyl)dihexanoate CN(CCN1N=CC(=C1)CN(CCCCCC(=O)O)CCCCCC(=O)O)C.CC1=CN(C2=CC=C(C=C12)C(C(=O)N)=C)CC1=CC(=CC=C1)C(F)(F)F